BrC1=CNC(C2=CC=CC(=C12)C)=O 4-bromo-5-methyl-2H-isoquinolin-1-one